5-chloro-2-[(cyclopropylamino)methyl]-7,8-dihydro-6H-spiro[[1,3]oxazolo[5,4-f]quinazoline-9,1'-cyclohexan]-7-one ClC=1C=C2C(=C3C1NC(NC31CCCCC1)=O)OC(=N2)CNC2CC2